COC(=O)C=1C=C(C(N2CCN(CC2)C(=O)OC(C)(C)C)C(F)(F)F)C=CC1 t-butyl 4-(3-(methoxycarbonyl) (trifluoromethyl)benzyl)piperazine-1-carboxylate